NC1=CC=CC(=N1)S(=O)(=O)NC(=O)C=1C(=NC(=CC1)C1=CC(=CC(=C1)OCC(C)C)F)N1[C@H](CCC1)C1=CC=CC=C1 N-[(6-Amino-2-pyridyl)sulfonyl]-6-(3-fluoro-5-isobutoxyphenyl)-2-[(2R)-2-phenylpyrrolidin-1-yl]pyridin-3-carboxamid